N-(1-cyclobutyl-1H-pyrazol-4-yl)-2-(1-methyl-1H-imidazol-4-yl)-1,3-thiazole-4-carboxamide C1(CCC1)N1N=CC(=C1)NC(=O)C=1N=C(SC1)C=1N=CN(C1)C